[Br-].FC(C=1C=C(C=C(C1)C(F)(F)F)C(C[N+]1=CC=CC2=CC(=CC=C12)C)=O)(F)F 1-(2-(3,5-Bis(trifluoromethyl)phenyl)-2-oxoethyl)-6-methylquinolin-ium bromide